C(C)(C)C=1C=NN2C1N=C(N=C2NCC2=CC=C(C=C2)NC(CC)=O)O[C@@H]2CNCCC2 (S)-N-(4-(((8-isopropyl-2-(piperidin-3-yloxy)pyrazolo[1,5-a][1,3,5]triazin-4-yl)amino)methyl)phenyl)propanamide